N-anti-caffeoyl-tyramineAcetamide 2,2,2-trifluoroacetate FC(C(=O)O)(F)F.C(\C=C\C1=CC(O)=C(O)C=C1)(=O)NC(CNCCC1=CC=C(C=C1)O)=O